(S)-3-(2,4-difluorophenyl)-2-(methylamino)propanoic acid hydrochloride Cl.FC1=C(C=CC(=C1)F)C[C@@H](C(=O)O)NC